NC1=CC=C(C=C1)C1=NN(C(C1)C1=NC=CC=C1)C(=O)C1=CC=C(C=C1)Br (3-(4-Aminophenyl)-5-(pyridin-2-yl)-4,5-dihydro-1H-pyrazol-1-yl)(4-bromophenyl)methanone